1,2,3,6-tetrahydropyridine-4-carboxylic acid N1CCC(=CC1)C(=O)O